FC(C1NC(OC1=O)=O)(F)F 4-(trifluoromethyl)oxazolidine-2,5-dione